FC=1C(=NC=C(C#N)C1)N1CCC(CC1)N1C(C(N(C2=CC(=CC=C12)OC)C)=O)=O 5-fluoro-6-(4-(6-methoxy-4-methyl-2,3-dioxo-3,4-dihydroquinoxalin-1(2H)-yl)piperidin-1-yl)Nicotinonitrile